2,7-diazaspiro[4.4]Nonane C1NCCC12CNCC2